N(=[N+]=[N-])CCCCC1=CC=C(C=C1)NC(=O)C=1N=C(OC1)\C=C\C1=CC=C(C=C1)C(F)(F)F (E)-N-(4-(4-azidobutyl)phenyl)-2-(4-(trifluoromethyl)styryl)oxazole-4-carboxamide